2,4-bis(trichloromethyl)-6-[2-(3,4-dimethoxyphenyl)ethyl]-1,3,5-triazine ClC(C1=NC(=NC(=N1)C(Cl)(Cl)Cl)CCC1=CC(=C(C=C1)OC)OC)(Cl)Cl